C(CC)C(CCCC1N(CCOC1)CC)CCC 2-[3-(4-propylheptyl)morpholin-4-yl]ethan